1-cyclopropyl-6-fluoro-7-(2-hydroxyethoxy)-1,4-dihydroquinolin-4-one hydrochloride Cl.C1(CC1)N1C=CC(C2=CC(=C(C=C12)OCCO)F)=O